C12CC=3C=CC=CC3CC(CC1)C21CNS(N1)(=O)=O spiro[1,2,5-thiadiazolidine-4,13'-tricyclo[8.2.1.03,8]tridec-3(8),4,6-triene]-1,1-dioxide